S1C(=NC=C1)C=1C=CC=C2CNC(C12)=O 7-(thiazol-2-yl)isoindolin-1-one